ClC1=CC=C2C=C(NC2=C1Cl)C(=O)N[C@H](C(=O)N[C@@H](C[C@H]1C(NCCC1)=O)C#N)CC1CC1 6,7-dichloro-N-[(1S)-2-[[(1S)-1-cyano-2-[(3S)-2-oxo-3-piperidyl]ethyl]amino]-1-(cyclopropylmethyl)-2-oxo-ethyl]-1H-indole-2-carboxamide